[N+](=O)([O-])C=1C(=C2C(=NC1)C=CS2)N[C@@H]2CC[C@H](CC2)CNC(OC(C)(C)C)=O tert-Butyl ([trans-4-[(6-nitrothieno[3,2-b]pyridin-7-yl)amino]cyclohexyl]methyl)carbamate